17-{[(tert-butoxy)carbonyl]amino}-3,6,9,12,15-pentaoxaheptadecanoic acid C(C)(C)(C)OC(=O)NCCOCCOCCOCCOCCOCC(=O)O